7-glycidoxyheptyltriethoxysilane C(C1CO1)OCCCCCCC[Si](OCC)(OCC)OCC